4,5-dimethyl-3-oxo-5-(trifluoromethyl)tetrahydrofuran-2-carboxylic acid ethyl ester C(C)OC(=O)C1OC(C(C1=O)C)(C(F)(F)F)C